O=C1N(CCC(N1)=O)C1=CC(=C(CN2CCC(CC2)N2N=C3C=C(C(=CC3=C2)NC(C2=CN=C(C=C2)C(F)(F)F)=O)C(C)(C)O)C=C1)F N-(2-(1-(4-(2,4-dioxotetrahydropyrimidin-1(2H)-yl)-2-fluorobenzyl)piperidin-4-yl)-6-(2-hydroxypropan-2-yl)-2H-indazol-5-yl)-6-(trifluoromethyl)nicotinamide